1-fluoro-n-propane FCCC